7-(3-(benzo[d]thiazol-7-yl)propyl)-2-(3-fluoropyridin-4-yl)hexahydropyrrolo[1,2-a]pyrazin-6(2H)-one S1C=NC2=C1C(=CC=C2)CCCC2CC1N(CCN(C1)C1=C(C=NC=C1)F)C2=O